tetra-normal butoxyzirconium C(CCC)O[Zr](OCCCC)(OCCCC)OCCCC